(sulfite) calcium [Ca+2].S(=O)([O-])[O-]